(R)-3-((2-chloro-6,7-dihydrothieno[3,2-d]pyrimidin-4-yl)amino)pyrrolidine-1-carboxylic acid methyl ester COC(=O)N1C[C@@H](CC1)NC=1C2=C(N=C(N1)Cl)CCS2